3-morpholin-4-ylpropoxy-2-nitrobenzonitrile N1(CCOCC1)CCCOC=1C(=C(C#N)C=CC1)[N+](=O)[O-]